ClC=1C=C2C(CN(CC2=C(C1)Cl)C)C1=C(C=CC=C1)S(=O)(=O)Cl (6,8-dichloro-2-methyl-1,2,3,4-tetrahydroisoquinoline-4-yl)benzenesulfonyl chloride